FC(C=1C=CN(CN1)B(O)O)(F)F (6-(trifluoromethyl)pyrimidin-3-yl)boronic acid